tricyclo[4.2.2.02,5]dec-9-ene-3,4,7,8-tetracarboxylic acid C12C3C(C(C3C(C(C1C(=O)O)C(=O)O)C=C2)C(=O)O)C(=O)O